6-phenylpteridine-2,4,7-triamine C1(=CC=CC=C1)C=1N=C2C(=NC(=NC2=NC1N)N)N